C(C1=CC=CC=C1)C1=CC=C(SCCSCC=2NC(NC2)=O)C=C1 4-[(4-benzylthiophenoxyethylthio)methyl]1,3-dihydroimidazol-2-one